4-(6-mercapto-hexyloxy)benzyl alcohol SCCCCCCOC1=CC=C(CO)C=C1